(R)-2-(5-(2-(2,5-difluorophenyl)pyrrolidin-1-yl)pyrazolo[1,5-a]pyrimidin-3-yl)-5-(1H-pyrazol-4-yl)-1,3,4-thiadiazole FC1=C(C=C(C=C1)F)[C@@H]1N(CCC1)C1=NC=2N(C=C1)N=CC2C=2SC(=NN2)C=2C=NNC2